N-[(E)-(4-fluoro-3-methoxy-phenyl)methyleneamino]ethanamine FC1=C(C=C(C=C1)\C=N\NCC)OC